((1R,2R)-2-((1R)-1-(2,6-difluoro-4-((1-(3-fluoropropyl)azetidin-3-yl)amino)phenyl)-3-methyl-1,3,4,9-tetrahydro-2H-pyrido[3,4-b]indol-2-yl)cyclopropyl)methanol FC1=C(C(=CC(=C1)NC1CN(C1)CCCF)F)[C@H]1N(C(CC2=C1NC1=CC=CC=C21)C)[C@H]2[C@@H](C2)CO